FC(C1=CC=C(N=N1)N1CC2CCC(C1)C2)(F)F 3-(6-trifluoromethyl-pyridazin-3-yl)-3-aza-bicyclo[3.2.1]octane